tert-Butyl (S)-(5-(2-cyano-4-(2-(1-ethyl-3-(trifluoromethyl)-1H-pyrazol-4-yl)phenyl)-4,7-dihydrothieno[2,3-c]pyridin-6(5H)-yl)-2-methyl-5-oxopent-3-yn-2-yl)carbamate C(#N)C1=CC2=C(CN(C[C@H]2C2=C(C=CC=C2)C=2C(=NN(C2)CC)C(F)(F)F)C(C#CC(C)(C)NC(OC(C)(C)C)=O)=O)S1